COC([C@@H](C)OC1=CC2=CC(=CC=C2C=C1)OC1=C(C=C(C=C1)C(F)(F)F)Cl)=O Methyl-(2R)-2-({7-[2-chloro-4-(trifluoromethyl)phenoxy]-2-naphthyl}oxy)propanoate